7-fluoro-6-(1-(8-isobutyl-8-azabicyclo[3.2.1]oct-3-yl)piperidin-4-yl)-2-(4-(methylsulfonyl)phenyl)-1H-benzo[d]imidazole FC1=C(C=CC2=C1NC(=N2)C2=CC=C(C=C2)S(=O)(=O)C)C2CCN(CC2)C2CC1CCC(C2)N1CC(C)C